ethyl 1-methyl-5-(3-nitrophenyl)-1H-pyrazole-4-carboxylate CN1N=CC(=C1C1=CC(=CC=C1)[N+](=O)[O-])C(=O)OCC